The molecule is a 2-methoxy-6-(all-trans-polyprenyl)phenol in which the substituent at position 6 is an all-trans-octaprenyl moiety. It has a role as an Escherichia coli metabolite. CC(=CCC/C(=C/CC/C(=C/CC/C(=C/CC/C(=C/CC/C(=C/CC/C(=C/CC/C(=C/CC1=C(C(=CC=C1)OC)O)/C)/C)/C)/C)/C)/C)/C)C